N-Cyclopentyl-5-methyl-2-(5-morpholin-4-yl-3,4'-bipyridin-2'-yl)-1H-imidazol-4-carboxamid C1(CCCC1)NC(=O)C=1N=C(NC1C)C1=NC=CC(=C1)C=1C=NC=C(C1)N1CCOCC1